2-[1-[(1-methyl-4-piperidinyl)methyl]Pyrazol-4-yl]Quinoxaline CN1CCC(CC1)CN1N=CC(=C1)C1=NC2=CC=CC=C2N=C1